2-(tridecyloxy)acetic acid 2-((1-benzylpiperidin-4-yl) methyl)-5,6-dimethoxy-1H-inden-3-yl ester C(C1=CC=CC=C1)N1CCC(CC1)CC=1CC2=CC(=C(C=C2C1OC(COCCCCCCCCCCCCC)=O)OC)OC